5-bromo-3-[(2,2,2-trifluoroacetyl)amino]pyridine-2-carboxamide BrC=1C=C(C(=NC1)C(=O)N)NC(C(F)(F)F)=O